tert-Butyl (S)-1-methyl-2-((3-(2-oxo-1-(4-vinylphenyl)-1,2-dihydro-3H-imidazo[4,5-b]pyridin-3-yl)pyrrolidin-1-yl)methyl)-1H-imidazole-5-carboxylate CN1C(=NC=C1C(=O)OC(C)(C)C)CN1C[C@H](CC1)N1C(N(C=2C1=NC=CC2)C2=CC=C(C=C2)C=C)=O